N-((1R)-3-cyano-3-azabicyclo[3.2.0]heptan-1-yl)-5-(4-phenoxypyridin-3-yl)thiazole-2-carboxamide C(#N)N1C[C@]2(CCC2C1)NC(=O)C=1SC(=CN1)C=1C=NC=CC1OC1=CC=CC=C1